O=C1C[C@H]2CC[C@H]3[C@@H]4CC[C@H]([C@@H](CCC(=O)NCCS(=O)(=O)O)C)[C@]4(CC[C@@H]3[C@]2(CC1)C)C 3-oxo-5β-cholanoyltaurine